5-(1-methyl-2,5-dihydro-1H-pyrrol-3-yl)-2-(4-{[(3R)-1-methylpiperidin-3-yl]amino}phthalazin-1-yl)phenol CN1CC(=CC1)C=1C=CC(=C(C1)O)C1=NN=C(C2=CC=CC=C12)N[C@H]1CN(CCC1)C